COC=1C=CC(=C(C1)N1CC(OC(C1)C)C)C1=NC(=NO1)C1=CC=C(C=C1)C=1N(C=C(N1)C(F)(F)F)C 4-(5-methoxy-2-(3-(4-(1-methyl-4-(trifluoromethyl)-1H-imidazol-2-yl)phenyl)-1,2,4-oxadiazol-5-yl)phenyl)-2,6-dimethylmorpholine